CC1CC(C1)(C1=NN=CN1C)C=1C=C(C=CC1)C=1OC2=C(N1)C=C(C=C2C(F)(F)F)CN[C@H]2[C@H](CCC2)O (1S,2R)-2-{[(2-{3-[(1r,3s)-3-Methyl-1-(4-methyl-1,2,4-triazol-3-yl)cyclobutyl]phenyl}-7-(trifluoromethyl)-1,3-benzoxazol-5-yl)methyl]amino}cyclopentan-1-ol